1-(1,3-benzothiazol-2-yl)cyclopropanecarbonitrile S1C(=NC2=C1C=CC=C2)C2(CC2)C#N